tert-butyl(2-(4-amino-2-methylphenyl)-2-azaspiro[3.3]heptan-6-yl)carbamate C(C)(C)(C)OC(NC1CC2(CN(C2)C2=C(C=C(C=C2)N)C)C1)=O